C(#N)C1(CC1)NS(=O)(=O)C=1C=C(C=2N(C1)C(=NC2)C(=O)OCC)F ethyl 6-(N-(1-cyanocyclopropyl)sulfamoyl)-8-fluoroimidazo[1,5-a]pyridine-3-carboxylate